tert-butyl (2-((cyclobutylthio)methyl)pyridin-4-yl)carbamate C1(CCC1)SCC1=NC=CC(=C1)NC(OC(C)(C)C)=O